tert-Butyl 4-(5-iodooxazolo[4,5-b]pyridin-2-yl)piperazine-1-carboxylate IC1=CC=C2C(=N1)N=C(O2)N2CCN(CC2)C(=O)OC(C)(C)C